2-Methyl-6-(2,3,5,6-Tetrafluoro-4'-(Methylthio)-[1,1'-Biphenyl]-4-yl)-1H-benzo[d]Imidazol CC1=NC2=C(N1)C=C(C=C2)C2=C(C(=C(C(=C2F)F)C2=CC=C(C=C2)SC)F)F